C(C)(C)(C)[C@@H]1CNC(C=2N1N=C(C2)N2[C@@H](COCC2)C)=O (R)-7-(tert-butyl)-2-((R)-3-methylmorpholino)-6,7-dihydropyrazolo[1,5-a]pyrazin-4(5H)-one